CN1C=NC2=C1C=CC=C2 N-methyl-benzimidazole